(R)-(3-(6-aminobenzo[d]thiazol-2-yl)-8-methyl-5,6-dihydro-[1,2,4]triazolo[4,3-a]pyrazin-7(8H)-yl)(4-fluorophenyl-3-d)methanone NC1=CC2=C(N=C(S2)C2=NN=C3N2CCN([C@@H]3C)C(=O)C3=CC(=C(C=C3)F)[2H])C=C1